[1-(2-bromoacetyl)cyclopropyl]Carbamic acid tert-butyl ester C(C)(C)(C)OC(NC1(CC1)C(CBr)=O)=O